(6R)-6-({2-(1-methyl-1H-pyrazol-4-yl)-7-[1-(trifluoromethyl)cyclopropyl][1,2,4]triazolo[1,5-c]quinazolin-5-yl}amino)-1,4-diazepan-5-one CN1N=CC(=C1)C1=NN2C(=NC=3C(=CC=CC3C2=N1)C1(CC1)C(F)(F)F)N[C@H]1C(NCCNC1)=O